tert-butyl 3-(5-(5-((cyclopropylmethylamino)(pyridin-4-yl)methyl)-2-fluorophenylcarbamoyl)-3-(trifluoromethyl)-1H-pyrazol-1-yl)benzylcarbamate C1(CC1)CNC(C=1C=CC(=C(C1)NC(=O)C1=CC(=NN1C=1C=C(CNC(OC(C)(C)C)=O)C=CC1)C(F)(F)F)F)C1=CC=NC=C1